4-(aminomethyl)cyclohexane-1-carbaldehyde NCC1CCC(CC1)C=O